N1(C=NC=C1)CC1=CC(=C(C=C1)CC(=O)O)C 2-(4-((1H-imidazol-1-yl)methyl)-2-methylphenyl)acetic acid